O1CCC(=CC1)C=1C=2N(C(=NC1)NCC1=C(C=CC3=C1CCO3)F)C=NC2S(=O)(=O)C 8-(3,6-dihydro-2H-pyran-4-yl)-N-((5-fluoro-2,3-dihydrobenzofuran-4-yl)methyl)-1-(methylsulfonyl)imidazo[1,5-c]pyrimidin-5-amine